Tetrahydro-2-methyl-3-furanon CC1OCCC1=O